ClC1=C(C=C(C=C1)C1=C(C(=C(C(=C1F)F)F)F)F)C(=O)O 4-chloro-2',3',4',5',6'-pentafluoro-[1,1'-biphenyl]-3-carboxylic acid